Phenyl (5-(tert-butyl)isoxazol-3-yl)carbamate C(C)(C)(C)C1=CC(=NO1)NC(OC1=CC=CC=C1)=O